[Cr].S(=O)(=O)(O)C=1C(NC2=CC=CC=C2C1)=N sulfo-iminoquinoline chromium